N-(6-METHOXY-1-METHYL-1H-INDAZOL-7-YL)-N-METHYL-6-(4-(TRIFLUOROMETHYL)-1H-PYRAZOL-1-YL)PYRIDINE-3-SULFONAMIDE COC1=CC=C2C=NN(C2=C1N(S(=O)(=O)C=1C=NC(=CC1)N1N=CC(=C1)C(F)(F)F)C)C